4-methoxy-6-methyl-pyridine COC1=CC=NC(=C1)C